(difluoromethyl)-1-methyl-N-(3',4',5'-trifluoro-biphenyl-2-yl)pyrazole-4-carboxamide FC(F)C1=NN(C=C1C(=O)NC1=C(C=CC=C1)C1=CC(=C(C(=C1)F)F)F)C